4-chloro-N-{3-[2-(4-chloro-3-fluorophenoxy)acetamido]bicyclo[1.1.1]pent-1-yl}-3-fluorobenzamide ClC1=C(C=C(C(=O)NC23CC(C2)(C3)NC(COC3=CC(=C(C=C3)Cl)F)=O)C=C1)F